[C@@H]1(C[C@H](O)[C@@H](CO)O1)N1C(=O)N=C(N)N=C1 2'-deoxy-5-azacytidine